3,3,3-trifluoro-2-oxopropyl-1,6-dihydropyridine-3-carbonitrile FC(C(CN1C=C(C=CC1)C#N)=O)(F)F